6-fluoro-7-(hydroxymethyl)thieno[2,3-c]quinolin FC1=C(C=CC=2C3=C(C=NC12)SC=C3)CO